C1C(CCCCCCCCCC)O1 1,2-Dodecylenoxid